3-isocyanatopropyldiethoxymethoxysilane N(=C=O)CCC[SiH2]OC(OCC)OCC